FC1=C2NC(C=3N(C2=C(C(=C1)C1=C2C=NN(C2=CC(=C1)F)S(=O)(=O)C)C)C(=NN3)C)(C)C 6-Fluoro-8-(6-fluoro-1-methylsulfonyl-1H-indazol-4-yl)-1,4,4,9-tetramethyl-5H-[1,2,4]triazolo[4,3-a]quinoxaline